(E)-1-((3S,5S,8R,9S,10S,13S,14S,17S)-3-hydroxy-10,13-dimethylhexadecahydro-1H-cyclopenta[a]phenanthren-17-yl)ethan-1-one oxime O[C@H]1CC[C@@]2([C@H]3CC[C@@]4([C@H](CC[C@H]4[C@@H]3CC[C@H]2C1)/C(/C)=N/O)C)C